perfluoroethane-1,2-diyl diacetate C(C)(=O)OC(C(F)(F)OC(C)=O)(F)F